C1(CC1)OC=1C(=CC(=NC1)NC(OC(C)(C)C)=O)CO tert-butyl 5-cyclopropoxy-4-(hydroxymethyl)pyridin-2-ylcarbamate